N,N,2-trimethylbut-3-yn-2-amine CN(C(C)(C#C)C)C